4'-cyano-4-hydroxybiphenyl C(#N)C1=CC=C(C=C1)C1=CC=C(C=C1)O